4-(2-benzyl-1-piperidinyl)-1H-pyrrolo[2,3-b]pyridine-3-carbonitrile C(C1=CC=CC=C1)C1N(CCCC1)C1=C2C(=NC=C1)NC=C2C#N